(3-((2-(methylthio)-5-(trifluoromethyl)pyrimidin-4-yl)amino)propyl)cyclobutanecarboxamide GOLD [Au].CSC1=NC=C(C(=N1)NCCCC1(CCC1)C(=O)N)C(F)(F)F